CC1=C(C2=C(N=CN=C2NC2(CC2)C)O1)C(=O)NC1=CC=NC=C1 6-methyl-4-[(1-methylcyclopropyl)amino]-N-(pyridin-4-yl)furo[2,3-d]pyrimidine-5-carboxamide